((7-methoxy-1,2,3,4-tetrahydroisoquinolin-6-yl)amino)-5-((2-(1-methoxyethyl)phenyl)amino)-1,2,4-triazine-6-carboxamide COC1=C(C=C2CCNCC2=C1)NC=1N=NC(=C(N1)NC1=C(C=CC=C1)C(C)OC)C(=O)N